C(C1=CC=CC=C1)OC(N([C@@H](C)C=C)C[C@H]([C@H](C=C)C)NC(=O)OCC1=CC=CC=C1)=O.BrC=1C=C(C(N(C1)CC1=CC=C(C=C1)OC)=O)C(F)(F)F 5-Bromo-1-[(4-methoxyphenyl)methyl]-3-(trifluoromethyl)pyridin-2-one benzyl-((2S,3S)-2-(((benzyloxy)carbonyl)amino)-3-methylpent-4-en-1-yl)((S)-but-3-en-2-yl)carbamate